2-[(3R)-3-({1-[2-(difluoromethoxy)-4-(trifluoromethyl)phenyl]pyrrolo[1,2-d][1,2,4]triazin-4-yl}amino)piperidin-1-yl]ethan-1-ol formate C(=O)OCCN1C[C@@H](CCC1)NC1=NN=C(C=2N1C=CC2)C2=C(C=C(C=C2)C(F)(F)F)OC(F)F